3-(7-chloro-5-((4-cyclopentyl-3-(trifluoromethyl)benzyl)oxy)-1H-indol-1-yl)propionic acid ClC=1C=C(C=C2C=CN(C12)CCC(=O)O)OCC1=CC(=C(C=C1)C1CCCC1)C(F)(F)F